1-[(2S,4R)-4-hydroxy-2-[4-(3-phenylazetidin-1-carbonyl)-1H-imidazol-2-yl]pyrrolidin-1-yl]-2-(3-methoxyisoxazol-5-yl)-3-methyl-butan-1-one O[C@@H]1C[C@H](N(C1)C(C(C(C)C)C1=CC(=NO1)OC)=O)C=1NC=C(N1)C(=O)N1CC(C1)C1=CC=CC=C1